N-[(2S)-2-{[6-(2,5-dioxo-2,5-dihydro-1H-pyrrol-1-yl)-1-oxohexyl]amino}-3-hydroxypropanoyl]glycine O=C1N(C(C=C1)=O)CCCCCC(=O)N[C@H](C(=O)NCC(=O)O)CO